C1(=CC=CC=C1)[C@@H](C)N [(R)-1-phenylethyl]amine